5-[[(2-chloroacetyl)amino]carbamoyl]-2-methyl-N-[2-(2-pyridyl)ethyl]benzenesulfonamide ClCC(=O)NNC(=O)C=1C=CC(=C(C1)S(=O)(=O)NCCC1=NC=CC=C1)C